Cl.ClC=1C=C(C=NC1N1CCNCC1)C(=O)OCCCC1=CC=CC=C1 3-phenylpropyl 5-chloro-6-piperazin-1-yl-pyridine-3-carboxylate hydrochloride